OCC=1C=C(C=NC1)S(=O)(=N)C1=CC=C(C(=O)N)C=C1 4-(5-(hydroxymethyl)pyridine-3-sulfonimidoyl)benzamide